C(C)(CC)NC(NC(C)CC)[SiH3] Bis(sec-butylamino)methylsilan